BrC1(C(NC(C2=CC=CC=C12)=O)(C)C)Br 4,4-dibromo-3,3-dimethyl-2H-isoquinolin-1-one